C(#N)C1=C(COC2=CC=C(C=C2)C=2C=C(C(NC2C(F)(F)F)=O)C(=O)N)C=CC=C1 5-(4-((2-Cyanobenzyl)oxy)phenyl)-2-oxo-6-(trifluoromethyl)-1,2-dihydropyridine-3-carboxamide